bis(2,2,6,6-tetramethyl-piperidinyl)zinc magnesium chloride lithium chloride [Cl-].[Li+].[Cl-].[Mg+2].CC1(N(C(CCC1)(C)C)[Zn]N1C(CCCC1(C)C)(C)C)C